BrC1=NN(C(=C1)C)C1=NC(=CC=C1C(C)=O)Cl 1-[2-(3-bromo-5-methyl-pyrazol-1-yl)-6-chloro-3-pyridinyl]ethanone